BrC1=C(C=C2C=NN(C2=C1)C1OCCCC1)[N+](=O)[O-] 6-bromo-5-nitro-1-(tetrahydro-2H-pyran-2-yl)-1H-indazole